(3R)-3-(4-chlorophenyl)-2-[(5-chloropyrimidin-2-yl)methyl]-4-fluoro-6-[2-hydroxy-1-(piperazin-1-yl)butan-2-yl]-3-(2-hydroxyethoxy)-2,3-dihydro-1H-isoindol-1-one ClC1=CC=C(C=C1)[C@@]1(N(C(C2=CC(=CC(=C12)F)C(CN1CCNCC1)(CC)O)=O)CC1=NC=C(C=N1)Cl)OCCO